F[B-](F)(F)F.F[N+]1=C(C(=C(C(=C1Cl)Cl)Cl)Cl)Cl 1-fluoro-2,3,4,5,6-pentachloropyridinium tetrafluoroborate